FC1=C(C=C(C(=C1)C)C=1N=NC=CN1)NC(=O)N1[C@H]2C[C@@H](C[C@@]1(C2)C2=NC(=NO2)C)C (1R,3S,5S)-N-[2-fluoro-4-methyl-5-(1,2,4-triazin-3-yl)phenyl]-3-methyl-1-(3-methyl-1,2,4-oxadiazol-5-yl)-6-azabicyclo[3.1.1]heptane-6-carboxamide